[Cl-].[Cl-].C[Hf](C1C=C(C=C1)CC(C)(C)C)(C1C=CC=2C3=C(C=CC12)C=CC=C3)(=[SiH2])(=[SiH2])(C)(C)C Tetramethyldisilylene(benz[e]inden-3-yl)(3-neopentyl-cyclopentadienyl)hafnium dichloride